N-(piperidin-3-ylmethyl)-4-(1-propionylindol-5-yl)benzamide N1CC(CCC1)CNC(C1=CC=C(C=C1)C=1C=C2C=CN(C2=CC1)C(CC)=O)=O